C(C)(C)(C)OC(=O)N1CCC(CC1)(C1=CC=C(C=C1)C(F)(F)F)O 4-hydroxy-4-(4-(trifluoromethyl)phenyl)piperidine-1-carboxylic acid tert-butyl ester